2-butyl-4,5-dimethyl-1-vinylimidazole C(CCC)C=1N(C(=C(N1)C)C)C=C